(2S)-2-(3-(dimethylamino)-2,5-dioxopyrrolidin-1-yl)-N-(2-fluorobenzyl)propanamide lactate C(C(O)C)(=O)O.CN(C1C(N(C(C1)=O)[C@H](C(=O)NCC1=C(C=CC=C1)F)C)=O)C